N,N-bis(beta-hydroxypropyl)benzamide OC(CN(C(C1=CC=CC=C1)=O)CC(C)O)C